(S)-N-(3,5-Dimethylisothiazol-4-yl)-6-(4-ethyl-3-(hydroxymethyl)-5-oxo-4,5-dihydro-1H-1,2,4-triazol-1-yl)-5-fluoro-2-((1,1,1-trifluoropropan-2-yl)oxy)nicotinamide CC1=NSC(=C1NC(C1=C(N=C(C(=C1)F)N1N=C(N(C1=O)CC)CO)O[C@H](C(F)(F)F)C)=O)C